CC1=C(C(=CC(=C1)C)C)N=CCC1=CC=CC(=N1)C(C)=O 6-(2,4,6-trimethylphenylimino)ethyl-2-acetylpyridine